N(=NC(CCC(=O)[O-])(C)C#N)C(CCC(=O)[O-])(C)C#N.[NH4+].[NH4+] ammonium 4,4'-azobis(4-cyanovalerate)